O[C@H](C)C1=NC=2C(=C3C(=NC2)C=CO3)N1[C@@H]1CC[C@H](CC1)C#N trans-4-[2-[(R)-1-Hydroxyethyl]-1H-furo[3,2-b]imidazo[4,5-d]pyridin-1-yl]cyclohexanecarbonitrile